2-propenoic acid, magnesium salt [Mg+2].C(C=C)(=O)[O-].C(C=C)(=O)[O-]